ClC=1C(=NC(=NC1)NC=1C=CC2=C(CC[C@H](CC2)N2CCOCC2)C1OC)N[C@H]1[C@H]([C@@H]2C=C[C@H]1C2)C(=O)N (1S,2S,3R,4R)-3-[[5-chloro-2-[[(7S)-6,7,8,9-tetrahydro-1-methoxy-7-(4-morpholinyl)-5H-benzocyclohepten-2-yl]amino]-4-pyrimidinyl]amino]-bicyclo[2.2.1]hept-5-ene-2-carboxamide